tert-butyl 2-(3-fluoro-4-(7-((3-(4-fluoropiperidin-1-yl)propyl)carbamoyl)benzo[d]imidazo[2,1-b]thiazol-2-yl)phenyl)pyrrolidine-1-carboxylate FC=1C=C(C=CC1C=1N=C2SC3=C(N2C1)C=CC(=C3)C(NCCCN3CCC(CC3)F)=O)C3N(CCC3)C(=O)OC(C)(C)C